C1(=CC=CC=C1)[C@H](C)NC1=NC=C(C(=O)N[C@H]2COC3=CC(=CC=C3C2)N2CCNCC2)C=C1 6-(((S)-1-phenylethyl)amino)-N-((R)-7-(piperazin-1-yl)chroman-3-yl)nicotinamide